(thieno[2,3-c]pyridin-3-yl)pyrrolidine-3-carboxamide dihydrochloride Cl.Cl.S1C=C(C=2C1=CN=CC2)N2CC(CC2)C(=O)N